(6-chloro-2-(methoxymethyl)pyridin-3-yl)-4-(2-methoxyethyl)piperazine ClC1=CC=C(C(=N1)COC)N1CCN(CC1)CCOC